N1=CC=CC2=C(C=CC=C12)C(C)=O 1-(Chinolin-5-yl)ethan-1-on